5-bromo-N-(7-chloro-2-hydrazinoquinazolin-4-yl)-N-methylthiazol-2-amine BrC1=CN=C(S1)N(C)C1=NC(=NC2=CC(=CC=C12)Cl)NN